3-[[(4-fluorophenyl)-sulfonyl]amino]-1,2,3,4-tetrahydro-9H-carbazole-9-propanoic acid FC1=CC=C(C=C1)S(=O)(=O)NC1CCC=2N(C3=CC=CC=C3C2C1)CCC(=O)O